BrC1=C2CN(C(C2=CC(=C1)I)=O)C1=CC(=CC=C1)C1(COC1)CC1=NN=CN1C 4-bromo-6-iodo-2-(3-(3-((4-methyl-4H-1,2,4-triazol-3-yl)methyl)oxetan-3-yl)phenyl)isoindolin-1-one